FC1([C@@H]([C@@H](N(C1)C(=O)[C@@H]1OCCC1)CC=1C(=C(C=CC1)C1=C(C(=CC=C1)F)F)F)NS(=O)(=O)CC)F N-{(2S,3R)-4,4-difluoro-1-[(2R)-oxolane-2-carbonyl]-2-[(2,2',3'-trifluoro[1,1'-biphenyl]-3-yl)methyl]pyrrolidin-3-yl}ethanesulfonamide